2,4,6-tribromobenzene-1,3,5-trinitrile BrC1=C(C(=C(C(=C1C#N)Br)C#N)Br)C#N